6-methylOxynicotinaldehyde COC1=NC=C(C=O)C=C1